Cl.N1=NC=C(C=C1)C=1SC=C(N1)C(=O)N 2-(pyridazin-4-yl)-1,3-thiazole-4-carboxamide monohydrochloride